(2S)-2-Amino-4-methyl-N-[4-(1H-pyrrolo[2,3-b]pyridin-4-yl)phenyl]pentanamide N[C@H](C(=O)NC1=CC=C(C=C1)C1=C2C(=NC=C1)NC=C2)CC(C)C